tert-butyl (3S)-3-methyl-4-[3-(4,4,5,5-tetramethyl-1,3,2-dioxaborolan-2-yl)phenyl]piperazine-1-carboxylate C[C@H]1CN(CCN1C1=CC(=CC=C1)B1OC(C(O1)(C)C)(C)C)C(=O)OC(C)(C)C